ClC1=C(C=CC=C1)CC(=O)NC=1C=NC(=C(C1)S(N=CN(C)C)(=O)=O)N1N=CC(=C1)C(F)(F)F 2-(2-chlorophenyl)-N-(5-{[(dimethylamino)methylene]sulfamoyl}-6-[4-(trifluoromethyl)-1H-pyrazol-1-yl]pyridin-3-yl)acetamide